FC1([C@H]2CC(C[C@@H]12)C(=O)N(C=1C=C2C(=NC1)N=C(N2)C2=NNC=1C[C@@]3([C@H](CC21)C3)C)C)F (1R,3s,5S)-6,6-Difluoro-N-methyl-N-(2-((4aS,5aR)-5a-methyl-1,4,4a,5,5a,6-hexahydrocyclopropa[f]indazol-3-yl)-1H-imidazo[4,5-b]pyridin-6-yl)bicyclo[3.1.0]hexane-3-carboxamide